3-benzoyl-1-(1-(4-bromophenyl)-2-oxopyrrolidin-3-yl)pyrimidine-2,4(1H,3H)-dione C(C1=CC=CC=C1)(=O)N1C(N(C=CC1=O)C1C(N(CC1)C1=CC=C(C=C1)Br)=O)=O